tert-butyl (1-(6-chloro-8-fluoro-7-(2-fluorophenyl)quinazolin-4-yl)piperidin-4-yl)carbamate ClC=1C=C2C(=NC=NC2=C(C1C1=C(C=CC=C1)F)F)N1CCC(CC1)NC(OC(C)(C)C)=O